[Si](C)(C)(C(C)(C)C)N1C(C=2C(C1=O)=CC=CC2)=O N-(tert-butyldimethylsilyl)phthalimide